4,5-dichloro-2-aminopyrimidine ClC1=NC(=NC=C1Cl)N